FC1=CC=C(C=C1)N1N=C(C2=CC=CC=C2C1=O)N1C[C@@H](CCC1)CCNS(=O)=O (S)-N-(1-(3-(4-fluorophenyl)-4-oxo-3,4-dihydro-phthalazin-1-yl)piperidin-3-yl)ethylsulphonamide